3,4-dihydro-2H-chromen-3-ol O1CC(CC2=CC=CC=C12)O